CC1=NN(C(=N1)[C@H](C)NC(C1=CC(=CC(=C1)C(F)(F)F)S(=O)(=O)C)=O)C=1N=CC=NC1 5-(3-Methyl-5-{(1S)-1-[3-(Methylsulfonyl)-5-(trifluoromethyl)benzamido]ethyl}-1H-1,2,4-triazol-1-yl)pyrazin